1-(2-phenylethyl)-3,3,5,5-tetramethylcyclohexan-2,4,6-trione C1(=CC=CC=C1)CCC1C(C(C(C(C1=O)(C)C)=O)(C)C)=O